ClC1=C2C=NN(C2=CC=C1NC1=NN(C=C1C)C1=CC(=C(C=C1)C(=O)C=1C=NN(C1)C)OC)C1OCCCC1 [4-[3-[(4-chloro-1-tetrahydropyran-2-yl-indazol-5-yl)amino]-4-methyl-pyrazol-1-yl]-2-methoxy-phenyl]-(1-methylpyrazol-4-yl)methanone